(S)-7-(1-methyl-1H-pyrazol-4-yl)-N-(2-methyl-5-(2-(2-methylpiperidin-1-yl)acetamido)pyridin-3-yl)-[1,2,4]triazolo[4,3-a]pyridine-3-carboxamide CN1N=CC(=C1)C1=CC=2N(C=C1)C(=NN2)C(=O)NC=2C(=NC=C(C2)NC(CN2[C@H](CCCC2)C)=O)C